6-chloro-5-fluoroindol-2-one ClC=1C(=CC2=CC(N=C2C1)=O)F